S1C=NC2=C1C=CC(=C2)S(=O)(=O)C=2C=CC(=C1C(N(C(NC21)=O)O)=O)Cl 8-(benzo[d]thiazol-5-ylsulfonyl)-5-chloro-3-hydroxyquinazoline-2,4(1H,3H)-dione